1-heptadecanoyl-2-(9Z-heptadecenoyl)-glycero-3-phospho-(1'-sn-glycerol) CCCCCCCCCCCCCCCCC(=O)OC[C@H](COP(=O)(O)OC[C@H](CO)O)OC(=O)CCCCCCC/C=C\CCCCCCC